C(C)(C)(C)OC(=O)C1=C(N(C2=NC=CC=C21)C)NC2=C(C=C(C=C2)I)F 2-((2-Fluoro-4-iodophenyl)amino)-1-methyl-1H-pyrrolo[2,3-b]pyridine-3-carboxylic acid tert-butyl ester